O=C1OCCN1[C@@H]1C(=NN(C1)C(=O)N[C@H](C)C=1C=NC(=C(C1)F)F)C1=CC=C(C=C1)C (S)-4-(2-oxooxazolidin-3-yl)-3-(4-methylphenyl)-N-((R)-1-(5,6-difluoropyridin-3-yl)ethyl)-4,5-dihydro-1H-pyrazole-1-carboxamide